C(C)(C)(C)OC(NC1CC(NC2=C(C1)C=C(C=C2)Br)=O)=O tert-butyl-(7-bromo-2-oxo-2,3,4,5-tetrahydro-1H-1-benzazepin-4-yl)carbamate